CNC=1C=C(C=CC1[N+](=O)[O-])S(=O)(=O)NC1(CC1)C 3-(methylamino)-N-(1-methylcyclopropyl)-4-nitrobenzenesulfonamide